ClC=1C(=NC=C(C1)F)CNC(=O)C1=CN=C(S1)N1CCC(CC1)N1C[C@@H](CCC1)C N-[(3-chloro-5-fluoropyridin-2-yl)methyl]-2-[(3R)-3-methyl-[1,4'-bipiperidin]-1'-yl]-1,3-thiazole-5-carboxamide